FC(COC1=CN=C(S1)CO)F [5-(2,2-difluoroethoxy)thiazol-2-yl]methanol